ClC1=C(N=C(C(=N1)N)SC1=C(C(=CC=C1)C=1OC=CN1)Cl)C=C 6-chloro-3-((2-chloro-3-(oxazol-2-yl)phenyl)sulfanyl)-5-vinylpyrazin-2-amine